1-((1R,3R,3aS,8bR)-3a-(4-chlorophenyl)-3-(3-fluorophenyl)-8b-hydroxy-6,8-dimethoxy-2,3,3a,8b-tetrahydro-1H-cyclopenta[b]benzofuran-1-yl)-3-isopropylurea ClC1=CC=C(C=C1)[C@]12OC3=C([C@]1([C@@H](C[C@@H]2C2=CC(=CC=C2)F)NC(=O)NC(C)C)O)C(=CC(=C3)OC)OC